N1=C(C=CC=C1)C1(C2COC3(CCCC3)C12)C(=O)N 6-(pyridin-2-yl)-3-oxaspiro[bicyclo[3.1.0]hexane-2,1'-cyclopentane]-6-carboxamide